PYRAZOLO[3,4-D]PYRIMIDINONE C1=C2C(=NC=N1)N=NC2=O